4-methoxy-N-[(1s,4s)-4-{[2-(trifluoromethyl)-2H-indazol-4-yl]amino}cyclohexyl]benzamide COC1=CC=C(C(=O)NC2CCC(CC2)NC=2C3=CN(N=C3C=CC2)C(F)(F)F)C=C1